1,2,4-TRIAZOLINON N1=NC(NC1)=O